1-oxo-2,5,8,11-tetraoxatetradecane-14-carboxylic acid tert-butyl ester C(C)(C)(C)OC(=O)CCCOCCOCCOCCOC=O